1,3-bis(bromomethyl)-benzene BrCC1=CC(=CC=C1)CBr